CN1C=NC2=C(C1=O)C(=NC=C2C2=CC=C(C=C2)C(F)(F)F)NCCC(=O)N 3-((3-methyl-4-oxo-8-(4-(trifluoromethyl)phenyl)-3,4-dihydropyrido[4,3-d]pyrimidin-5-yl)amino)propanamide